C(CCCCCCCCCCCCCCCCC)[SiH](O[SiH2]O[SiH2]O[SiH2]O[SiH2]O[SiH2]O[SiH2]O[SiH3])C octadecyl-methyl-octasiloxane